methyl 5-(1-tert-butoxycarbonyl-3,6-dihydro-2H-pyridin-4-yl)-2-methylsulfanyl-quinazoline-8-carboxylate C(C)(C)(C)OC(=O)N1CCC(=CC1)C1=C2C=NC(=NC2=C(C=C1)C(=O)OC)SC